CC(=CCC1=C(C=C2C(=C1OC)[C@H]3[C@@H](CO2)C4=C(O3)C=C(C=C4)O)OC)C The molecule is a member of the class of pterocarpans that is (6aR,11aR)-pterocarpan substituted by a hydroxy group at position 9, methoxy groups at position 1 and 3 and a prenyl group at position 2. It has been isolated from Glycyrrhiza uralensis. It has a role as a plant metabolite. It is a member of phenols and an aromatic ether. It derives from a (6aR,11aR)-pterocarpan.